3-(4-Amino-2-fluorophenyl)-1-(oxetan-3-yl)-1H-pyrazolo[3,4-d]pyrimidine NC1=CC(=C(C=C1)C1=NN(C2=NC=NC=C21)C2COC2)F